bipyridyliumbisamide N1=[C+]C(=C(C(=C1)C(=O)N)C(=O)N)C=1[C+]=NC=CC1